FC1=C(C(=CC(=C1)CN1C(CCC1)CCC)O)N1CC(NS1(=O)=O)=O 5-(2-fluoro-6-hydroxy-4-((2-propylpyrrolidin-1-yl)methyl)phenyl)-1,2,5-thiadiazolidin-3-one 1,1-dioxide